2-[4-(1H-imidazol-2-yl)phenyl]-3-oxo-6,8-dihydro-5H-imidazo[1,5-a]pyrazine-1-carboxamide N1C(=NC=C1)C1=CC=C(C=C1)N1C(N2C(CNCC2)=C1C(=O)N)=O